C1=CC=CC=2C3=CC=CC=C3C(C12)COC(=O)NCCCCCCOP(=O)(O)OP(=O)(O)OP(=O)(O)O N-(9-fluorenylmethoxycarbonyl)-6-aminohexyltriphosphoric acid